FC1(CCN(CC1)C(=O)C=1C=C2C(=NC1)N(C(=C2)CCC(C)(C)O)C2=CC=C(C#N)C=C2)F 4-(5-(4,4-difluoropiperidin-1-carbonyl)-2-(3-hydroxy-3-methylbutyl)-1H-pyrrolo[2,3-B]pyridin-1-yl)benzonitrile